1-(2-((2-(methoxycarbonyl)-4-methylthiophen-3-yl)amino)-2-oxoethyl)-1-(2-((4-methyl-2-(methylcarbamoyl)thiophen-3-yl)amino)-2-oxoethyl)piperidin-1-ium COC(=O)C=1SC=C(C1NC(C[N+]1(CCCCC1)CC(=O)NC1=C(SC=C1C)C(NC)=O)=O)C